CC1OC(CN(C1)C1=C(C=C(C=C1)NC=1C=CC2=C(OCC(N2CCNC)=O)C1)C)C 7-((4-(2,6-dimethylmorpholino)-3-methylphenyl)amino)-4-(2-(methylamino)ethyl)-2H-benzo[b][1,4]oxazin-3(4H)-one